C(C)(=O)OC1CCC(CC1)OS(=O)(=O)C 4-(methanesulfonyloxy)cyclohexyl acetate